[4-(5-methyl-1,3,4-oxadiazol-2-yl)-2-pyrrolidin-1-ylphenyl]-(4-methyl-2-phenylpiperazin-1-yl)methanone CC1=NN=C(O1)C1=CC(=C(C=C1)C(=O)N1C(CN(CC1)C)C1=CC=CC=C1)N1CCCC1